BrC1=NC=CC(=C1F)C1=CC=2C(NC(C(C2N1)([2H])[2H])([2H])[2H])=O 2-(2-bromo-3-fluoropyridin-4-yl)-1,5,6,7-tetrahydro-4H-pyrrolo[3,2-c]pyridin-4-one-6,6,7,7-d4